BrC=1C=CC2=C(C=C(S2)N2CCNCC2)C1 1-(5-bromo-1-benzothien-2-yl)piperazine